2-(5-(4-vinylphenyl)-1H-imidazol-2-yl)piperidin C(=C)C1=CC=C(C=C1)C1=CN=C(N1)C1NCCCC1